2-chloro-4-ethynyl-3,5,6-trifluorobenzyl (1RS)-cis-3-[(Z)-2-chloro-3,3,3-trifluoro-1-propenyl]-2,2-dimethylcyclopropanecarboxylate Cl\C(=C/[C@@H]1C([C@@H]1C(=O)OCC1=C(C(=C(C(=C1F)F)C#C)F)Cl)(C)C)\C(F)(F)F